tert-butyl (4-(4-((5-hydroxy-2-(4-hydroxyphenyl)-3-methyl-1H-indol-1-yl)methyl)phenoxy)butyl)carbamate OC=1C=C2C(=C(N(C2=CC1)CC1=CC=C(OCCCCNC(OC(C)(C)C)=O)C=C1)C1=CC=C(C=C1)O)C